C(C)(C)(C)NC([C@@H](C)N(C=1C2=C(N=C(N1)C=1N=CN(C1)C)CCC2)C)=O (2R)-N-tert-butyl-2-{methyl[2-(1-methyl-1H-imidazol-4-yl)-5H,6H,7H-cyclopenta[d]pyrimidin-4-yl]amino}propanamide